Bromo-5-Tert-Butyl-6-Hydroxy-N-(4-Isopropyl-2-Trifluoromethyl-Phenyl)-2-Methyl-Benzamide BrC=1C(=C(C(=O)NC2=C(C=C(C=C2)C(C)C)C(F)(F)F)C(=C(C1)C(C)(C)C)O)C